FC1=CC=C(C=C1)C(N1C[C@@H](N(C[C@H]1C)C1=CC(N(C=2C=CC(=NC12)C#N)C)=O)C)C=1SC(=NN1)C(C)C 8-((2S,5R)-4-((4-fluorophenyl)(5-isopropyl-1,3,4-thiadiazol-2-yl)methyl)-2,5-dimethylpiperazin-1-yl)-5-methyl-6-oxo-5,6-dihydro-1,5-naphthyridine-2-carbonitrile